ClC=1C=C(NC2=CC=CC(=N2)S(=O)(=O)NC(=O)C=2C(=NC=CC2)N2C(CC(C2)C)(C)C)C=CC1 N-[[6-(3-Chloroanilino)-2-pyridyl]sulfonyl]-2-(2,2,4-trimethylpyrrolidin-1-yl)pyridin-3-carboxamid